C(CCCCCCCCC)C1=CC=C(C=C1)C1=NOC(=N1)[C@@H]1CN(CC1)C(=O)OC(C)(C)C tert-butyl (S)-3-(3-(4-decylphenyl)-1,2,4-oxadiazol-5-yl)pyrrolidine-1-carboxylate